(1S,3R)-3-amino-N-(8-(isopropylamino)-6-(methylsulfonyl)pyrido[3,4-d]pyrimidin-2-yl)cyclohexane-1-Carboxamide hydrochloride Cl.N[C@H]1C[C@H](CCC1)C(=O)NC=1N=CC2=C(N1)C(=NC(=C2)S(=O)(=O)C)NC(C)C